(cis)-1-benzyl-3,3-difluorooctahydro-1H-pyrrolo[3,2-c]Pyridine dihydrochloride Cl.Cl.C(C1=CC=CC=C1)N1CC([C@H]2CNCC[C@H]21)(F)F